BrC1=C(NC)C(=CC=C1)OC1=C(C=CC(=C1)F)C(F)F 2-bromo-6-(2-(difluoromethyl)-5-fluorophenoxy)-N-methylaniline